FC(CC)(CC)F difluoropentan